COC1=CC(=CC=2CC(OC21)(C)C)C=2N=C(SC2)NC(=O)C2=C(C(=NN2C)CC)Cl N-(4-(7-methoxy-2,2-dimethyl-2,3-dihydrobenzofuran-5-yl)thiazol-2-yl)-1-methyl-3-ethyl-4-chloro-5-pyrazolecarboxamide